C1(CC1)C1=NC=NC(=C1B1OC(C(O1)(C)C)(C)C)OC 4-cyclopropyl-6-methoxy-5-(tetramethyl-1,3,2-dioxaborolan-2-yl)pyrimidine